BrC1OC2=C(C1)C=CC=C2 bromo-2,3-dihydrobenzofuran